N-(2-(3-((2-methoxy-4-(methylsulfonyl)phenyl)amino)prop-1-yn-1-yl)-3-(2,2,2-trifluoroethyl)benzo[b]thiophen-7-yl)-1,4-dioxaspiro[4.5]decan-8-amine COC1=C(C=CC(=C1)S(=O)(=O)C)NCC#CC1=C(C2=C(S1)C(=CC=C2)NC2CCC1(OCCO1)CC2)CC(F)(F)F